4-(3-(Ethylsulfanyl)-5-methyl-4-nitrophenyl)-8-fluoro-2,3,4,5-tetrahydrobenzo[f][1,4]oxazepine C(C)SC=1C=C(C=C(C1[N+](=O)[O-])C)N1CCOC2=C(C1)C=CC(=C2)F